C(CCCCCCC\C=C/CCCCCCCC)(=O)O[O-] peroxyoleate